COC([C@@H]([C@H]([C@H]([C@@H](C(=O)OC)O)O)O)O)=O (2R,3S,4R,5S)-2,3,4,5-tetrahydroxyadipic acid dimethyl ester